CN(C(C(CC(=O)OC(C)(C)C)N(C(=O)OCC[Si](C)(C)C)C)=O)C Tert-butyl 4-(dimethylamino)-3-(methyl ((2-(trimethylsilyl) ethoxy) carbonyl) amino)-4-oxobutanoate